NC=1C(=C2C(=NN(C2=CC1C(=O)OC)C)C#N)Br methyl 5-amino-4-bromo-3-cyano-1-methyl-1H-indazole-6-carboxylate